2-(3,5-bis(trifluoromethyl)phenoxy)propionic acid FC(C=1C=C(OC(C(=O)O)C)C=C(C1)C(F)(F)F)(F)F